(5S,6S)-5-ethyl-6-((S)-8-(4-ethylphenyl)-2-methyloctyl)piperazin-2-one C(C)[C@@H]1NCC(N[C@H]1C[C@H](CCCCCCC1=CC=C(C=C1)CC)C)=O